benzyl bicyclo[1.1.0]butane-1-carboxylate C12(CC2C1)C(=O)OCC1=CC=CC=C1